1-[5-isopropyl-1-[6-(trifluoromethoxy)-3-pyridyl]pyrazol-3-yl]piperazine C(C)(C)C1=CC(=NN1C=1C=NC(=CC1)OC(F)(F)F)N1CCNCC1